ClC=1C=CC=C2C(=NC=3N(C12)C=NN3)N(C3=CC=CC=C3)C 9-chloro-N-methyl-N-Phenyl-[1,2,4]triazolo[4,3-a]quinazolin-5-amine